FC(C1=CC=C(O1)C(=O)O)(F)F 5-(trifluoromethyl)-2-furoic acid